C(C)(=O)SC(C)=O.[K] potassium acetyl sulfide